C1CCC2=C(C=3CCCC3C=C12)NC(=O)NS(=O)(=O)\C=C\[C@@H]1N(CCC1)CCSC (R,E)-N-((1,2,3,5,6,7-Hexahydro-s-indacen-4-yl)carbamoyl)-2-(1-(2-(methylthio)ethyl)pyrrolidin-2-yl)ethen-1-sulfonamid